1-eicosanoyl-2-(11Z,14Z-eicosadienoyl)-sn-glycero-3-phosphocholine CCCCCCCCCCCCCCCCCCCC(=O)OC[C@H](COP(=O)([O-])OCC[N+](C)(C)C)OC(=O)CCCCCCCCC/C=C\C/C=C\CCCCC